5-(4-((1-(4-(4-chloro-1-(4-hydroxyphenyl)-2-phenylbut-1-en-1-yl)phenyl)piperidin-4-yl)methyl)-2,6-dimethylpiperazin-1-yl)-2-(2,6-dioxopiperidin-3-yl)-6-fluoroisoindoline-1,3-dione ClCCC(=C(C1=CC=C(C=C1)O)C1=CC=C(C=C1)N1CCC(CC1)CN1CC(N(C(C1)C)C=1C=C2C(N(C(C2=CC1F)=O)C1C(NC(CC1)=O)=O)=O)C)C1=CC=CC=C1